C(C)(C)(C)N(C([O-])=O)C12CC(C1)(C2)COC2=CC=C(C=C2)OC2=CC(=C(C(=C2)C#N)OC2CC2)Cl.COCCCCCN2C=[N+](C=C2)CCCCCOC 1,3-bis(5-methoxypentyl)imidazolium Tert-butyl-(3-((4-(3-chloro-5-cyano-4-cyclopropoxyphenoxy)phenoxy)methyl)bicyclo[1.1.1]pentan-1-yl)carbamate